O[C@H]1CC[C@@]2([C@H]3CC[C@@]4([C@H](CC[C@H]4[C@@H]3CC[C@H]2C1)[C@@H](CCC(=O)N1CCC(CC1)OC=1C=NC=CC1)C)C)C (R)-4-((3S,5S,8R,9S,10S,13R,14S,17R)-3-hydroxy-10,13-dimethylhexadecahydro-1H-cyclopenta[a]phenanthren-17-yl)-1-(4-(pyridin-3-yloxy)piperidin-1-yl)pentan-1-one